anisidinamide C(OC1=CC=C(C=C1)N)(=O)N